[Na+].CC(C(=O)OCCNC(=O)NCCCC(=O)[O-])=C 4-[2-(2-Methylprop-2-enoyloxy)ethylcarbamoylamino]butanoic acid, sodium salt